CN(CCCC(=O)OC(CCC(=O)OCC(COC(CC(CCCC)(C)C)=O)(C)COC(CC(CCCC)(C)C)=O)CCC(=O)OCC(COC(CC(CCCC)(C)C)=O)(C)COC(CC(CCCC)(C)C)=O)C bis(3-((3,3-dimethylheptanoyl)oxy)-2-(((3,3-dimethylheptanoyl) oxy) methyl)-2-methylpropyl) 4-((4-(dimethylamino)butanoyl)oxy)heptanedioate